C1=NC(=CC=2NC=3C=CC=CC3C21)O 5H-pyrido[4,3-b]indol-3-ol